BrC=1C2(C3=CC4=C(OCO4)C=C3C1)CCC1(CC2)OCCO1 6''-bromo-2''H-dispiro[[1,3]dioxolane-2,1'-cyclohexane-4',5''-indeno[5,6-d][1,3]dioxole]